(R)-N-(5-(cyclobutylmethoxy)pyridin-2-yl)-2-(3,3-dimethyl-4-(6-oxo-1,6-dihydropyridine-3-carbonyl)piperazin-1-yl)propanamide C1(CCC1)COC=1C=CC(=NC1)NC([C@@H](C)N1CC(N(CC1)C(=O)C1=CNC(C=C1)=O)(C)C)=O